anti-monomethyl-arginine CN[C@@H](CCCNC(N)=N)C(=O)O